CN(CCN1N=NC2=C1C=CC(=C2C)/C=C/C(=O)OCC)C Ethyl (2E)-3-{1-[2-(dimethylamino)ethyl]-4-methyl-1H-benzotriazol-5-yl}prop-2-enoate